ClC1=C(C=O)C=CC(=C1)O 2-chloro-4-hydroxybenzaldehyde